ClC1=C(C(=CC=C1Cl)O)C1CC(N(C1)CCC(=O)NOC)=O 3-(4-(2,3-dichloro-6-hydroxyphenyl)-2-oxopyrrolidin-1-yl)-N-methoxypropionamide